O1C(=CC2=C1C=CC=C2)C=2C(=NN(C2C(=O)O)C=2SC(=C(N2)C2=CC(=C(C=C2)Cl)Cl)SC(C)C)C 4-(benzofuran-2-yl)-1-(4-(3,4-dichlorophenyl)-5-(isopropylthio)thiazol-2-yl)-3-methyl-1H-pyrazole-5-carboxylic acid